3-CYANO-5-NITROPHENYLBORONIC ACID C(#N)C=1C=C(C=C(C1)[N+](=O)[O-])B(O)O